C(C(=O)O)NCC(=O)O diglycin